FC(C)(C)C1CCC(CC1)CN1C[C@@H](C([C@@H](C1)O)O)O (3S,4R,5R)-1-(((1s,4S)-4-(2-fluoropropan-2-yl)cyclohexyl)methyl)piperidine-3,4,5-triol